2'-[6-amino-5-(trifluoromethyl)pyridin-3-yl]-N-[2-(1-methyl-1H-1,2,3-triazol-4-yl)propan-2-yl]-5',6'-dihydrospiro[azetidine-3,4'-pyrrolo[1,2-b]pyrazole]-1-carboxamide NC1=C(C=C(C=N1)C=1C=C2N(N1)CCC21CN(C1)C(=O)NC(C)(C)C=1N=NN(C1)C)C(F)(F)F